N-(3-chloro-5-(methylsulfonyl)phenyl)-4-(5-(3,3-difluoroazetidin-1-yl)-3-fluoropyridin-2-yl)thiophene-2-carboxamide ClC=1C=C(C=C(C1)S(=O)(=O)C)NC(=O)C=1SC=C(C1)C1=NC=C(C=C1F)N1CC(C1)(F)F